[1-(3-chloro-4-methoxy-phenyl)-1H-[1,2,3]triazol-4-yl]-(6-cyclopropyl-imidazo[1,5-a]pyridin-5-yl)-methanol ClC=1C=C(C=CC1OC)N1N=NC(=C1)C(O)C1=C(C=CC=2N1C=NC2)C2CC2